[Y].C(C)C1=C(NC2=CC=C(C=C12)C1CCN(CC1)C(=O)C1(CCNCC1)C)C1=CC(=NC=C1)C (4-(3-ethyl-2-(2-methylpyridin-4-yl)-1H-indol-5-yl)piperidin-1-yl)(4-methylpiperidin-4-yl)methanone yttrium